4-methylpiperazine-1-carbonyl chloride CN1CCN(CC1)C(=O)Cl